methyl 2-bromopyridine-4-carboxylate BrC1=NC=CC(=C1)C(=O)OC